O=C1NC(CCC1N1C(C2=CC=CC(=C2C1=O)SCCCCCCCCCCC(=O)O)=O)=O 11-((2-(2,6-dioxopiperidin-3-yl)-1,3-dioxoisoindolin-4-yl)thio)undecanoic acid